N-((2-(4-((2-aminoethyl)carbamoyl)phenyl)thiazol-5-yl)methyl)-11-oxo-10,11-dihydrodibenzo[b,f][1,4]thiazepine-8-carboxamide 5,5-dioxide hydrochloride Cl.NCCNC(=O)C1=CC=C(C=C1)C=1SC(=CN1)CNC(=O)C1=CC2=C(S(C3=C(C(N2)=O)C=CC=C3)(=O)=O)C=C1